CC1(C(=C(CC(C1)(C)C)O)C=1C(=CC=CC1)O)C 3,3,5,5-tetramethyl-biphenol